3-{[(tert-butoxy)carbonyl]Amino}cyclobutane-1-carboxylic acid C(C)(C)(C)OC(=O)NC1CC(C1)C(=O)O